C(C)(C)(C)OC([C@@H](N(C)C(\C=C\CN(C)C)=O)C)=O (E)-N-(4-(dimethylamino)but-2-enoyl)-N-methyl-L-alanine tert-butyl ester